COC1=CC=C(C=N1)[C@H]1N(C2=CC=CC=C2[C@H]([C@]12C(=NN(C2=O)C2=CC=CC=C2)C)C=C)S(=O)(=O)C2=CC=C(C)C=C2 (2'R,4R,4'R)-2'-(6-methoxypyridin-3-yl)-3-methyl-1-phenyl-1'-tosyl-4'-vinyl-1',4'-dihydro-2'H-spiro[pyrazole-4,3'-quinolin]-5(1H)-one